C1(CCCC1)OC1=C(C=C(C=C1)C(F)(F)F)NS(=O)(=O)C=1C=C(C(=O)O)C=CC1CC 3-(N-(2-(cyclopentyloxy)-5-(trifluoromethyl)phenyl)sulfamoyl)-4-ethylbenzoic acid